Ethyl 3-((5-chloro-2-methoxyphenyl)sulfonamido)-7,8-dihydro-1,6-naphthyridine-6(5H)-carboxylate ClC=1C=CC(=C(C1)S(=O)(=O)NC=1C=NC=2CCN(CC2C1)C(=O)OCC)OC